(R)-4-chloro-2-(3-methylmorpholinyl)-5H-pyrrolo[2,3-d]pyrimidine-7(6H)-carboxylic acid methyl ester COC(=O)N1CCC2=C1N=C(N=C2Cl)N2[C@@H](COCC2)C